N1=CC=C(C=C1)C1=CSC=2C1=NC=CC2 3-(pyridin-4-yl)thieno[3,2-b]pyridine